CC1=NC2=CC3=C(C=C2C(=N1)N[C@H](C)C1=C(C(=CC=C1)C(F)(F)F)C)N(CC(O3)C)C3COCC3 2,8-Dimethyl-N-((R)-1-(2-methyl-3-(trifluoromethyl)phenyl)ethyl)-6-(tetrahydrofuran-3-yl)-7,8-dihydro-6H-[1,4]oxazino[3,2-g]quinazolin-4-amine